diphenyliodo-4-Trifluoromethylbenzenesulfonate C1(=CC=CC=C1)C=1C(=C(C(=C(C1)S(=O)(=O)[O-])I)C1=CC=CC=C1)C(F)(F)F